(S)-N1-(2-methylbenzyl)-N1-(3-methylbutan-2-yl)oxalamide CC1=C(CN(C(C(=O)N)=O)[C@@H](C)C(C)C)C=CC=C1